CN1N=C2N(C=CC=C2)C1=O 2-methyl-3-oxo-2,3-dihydro-[1,2,4]triazolo[4,3-a]pyridine